C1(=CC=CC=C1)CCNCCC1=CC=C(N)C=C1 4-[2-(phenylethylamino)ethyl]aniline